N-(1,1,1-trifluoroprop-2-yl)piperidine-4-carboxamide FC(C(C)NC(=O)C1CCNCC1)(F)F